C(C)SC=1C(=NC=C(C1)C(F)(F)F)C=1N(C2=C(C=NC=3C(=CC=CC23)OC(F)(F)F)N1)C 2-[3-ethylsulfanyl-5-(trifluoromethyl)-2-pyridinyl]-1-methyl-6-(trifluoromethoxy)imidazo[4,5-c]quinoline